OC=1C(=CC2=CC=C(C=C2C1)S(=O)(=O)O)S(=O)(=O)O 3-Hydroxy-2,6-naphthalenedisulfonic acid